FC(C(=O)O)(F)F.FC=1C=2N(C=C(C1)NC(=O)C1=NC3=CC=C(N=C3C=C1)N1CCNCC1)C=C(N2)C N-(8-fluoro-2-methylimidazo[1,2-a]pyridin-6-yl)-6-(piperazin-1-yl)-1,5-naphthyridine-2-carboxamide 2,2,2-trifluoroacetate